ClC=1C=CC(=C(C1)C1=CC(=C(N=N1)OCCCSC)NC1=CC(=NC=C1)NC(OC(C)(C)C)=O)F tert-butyl N-(4-{[6-(5-chloro-2-fluorophenyl)-3-[3-(methylsulfanyl)propoxy]pyridazin-4-yl]amino}pyridin-2-yl)carbamate